N(=C=O)C(CC[Si](OC)(OC)OC)C 3-isocyanatobutyl-trimethoxysilane